N-[3-chloro-4-[4-[1-(4-hydroxypiperidine-4-carbonyl)piperidine-4-carbonyl]piperazine-1-carbonyl]phenyl]-5-[4-(difluoromethoxy)-2,3-difluoro-phenyl]-1-methyl-imidazole-2-carboxamide ClC=1C=C(C=CC1C(=O)N1CCN(CC1)C(=O)C1CCN(CC1)C(=O)C1(CCNCC1)O)NC(=O)C=1N(C(=CN1)C1=C(C(=C(C=C1)OC(F)F)F)F)C